2-[1H-benzimidazol-2-yl-(5-fluoro-2-hydroxy-phenyl)methyl]-6-[4-(1-methyl-4-piperidinyl)-phenyl]Isoindolin-1-one N1C(=NC2=C1C=CC=C2)C(N2C(C1=CC(=CC=C1C2)C2=CC=C(C=C2)C2CCN(CC2)C)=O)C2=C(C=CC(=C2)F)O